C(C)(C)N1N=C(C2=NC(=CC(=C21)NCC=2C=NN(C2)C)N2C(CCC2)=O)C 1-[1-isopropyl-3-methyl-7-[(1-methylpyrazol-4-yl)methylamino]pyrazolo[4,3-b]pyridin-5-yl]pyrrolidin-2-one